5-chloro-1'-(2-{[2-(3-hydroxyoxetan-3-yl)pyrimidin-5-yl]oxy}ethyl)-1,2-dihydrospiro[indole-3,4'-piperidin]-2-one ClC=1C=C2C(=CC1)NC(C21CCN(CC1)CCOC=1C=NC(=NC1)C1(COC1)O)=O